4-((2s,5r)-2,5-dimethyl-4-(3-(trifluoromethyl)phenoxy)piperidin-1-yl)-1-methyl-2-oxo-1,2-dihydropyrido[3,2-d]pyrimidine-6-carbonitrile C[C@@H]1N(C[C@H](C(C1)OC1=CC(=CC=C1)C(F)(F)F)C)C=1C2=C(N(C(N1)=O)C)C=CC(=N2)C#N